Tributylammonium tetrakis(p-trifluoromethylphenyl)borat FC(C1=CC=C(C=C1)[B-](C1=CC=C(C=C1)C(F)(F)F)(C1=CC=C(C=C1)C(F)(F)F)C1=CC=C(C=C1)C(F)(F)F)(F)F.C(CCC)[NH+](CCCC)CCCC